CN(CCN1N=CC(=C1)NC1=NC=C(C(=N1)NCCCN1C(CCCC1)=O)C(F)(F)F)C 1-(3-((2-((1-(2-(dimethylamino)ethyl)-1H-pyrazol-4-yl)amino)-5-(trifluoromethyl)pyrimidin-4-yl)amino)propyl)piperidin-2-one